CC(C)(C)C1=CC2=C(OPOC3=C2C=C(C=C3C(C)(C)C)C(C)(C)C)C(=C1)C(C)(C)C 2,4,8,10-tetrakis(1,1-dimethylethyl)dibenzo[d,f][1,3,2]dioxaphosphepine